methyl 7-chloro-2-(4-(dimethylamino)bicyclo[2.2.2]octan-1-yl)-6-iodo-2,4-dimethylbenzo[d][1,3]dioxole-5-carboxylate ClC1=C(C(=C(C2=C1OC(O2)(C)C21CCC(CC2)(CC1)N(C)C)C)C(=O)OC)I